[W].[Ni](=[Te])=[Te] nickel di-telluride tungsten